{2-[5-fluoro-2-(2H-1,2,3-triazol-2-yl)benzoyl]-4-methyl-2-azabicyclo[3.1.1]heptan-3-yl}methanamine FC=1C=CC(=C(C(=O)N2C3CC(C(C2CN)C)C3)C1)N1N=CC=N1